3-oxo-3-(pyridin-3-yl)propanenitrile O=C(CC#N)C=1C=NC=CC1